NC1=C(C=C(C=N1)C#CC=1C=C(C(=O)NC=2C=C3C(CC(C3=CC2)N2CCN(CC2)C)(F)F)C=CC1C)Cl 3-((6-amino-5-chloropyridin-3-yl)ethynyl)-N-(3,3-difluoro-1-(4-methylpiperazin-1-yl)-2,3-dihydro-1H-inden-5-yl)-4-methylbenzamide